3-amino-1-(2-hydroxyphenyl)propan-1-one NCCC(=O)C1=C(C=CC=C1)O